Methyl (2S)-2-((tert-butoxycarbonyl) amino)-4-methylhexanoate C(C)(C)(C)OC(=O)N[C@H](C(=O)OC)CC(CC)C